C[Sn](C)(C)C=1N=NC=CN1 trimethylstannyl-1,2,4-triazine